FC1(CCN(CCC1)C1=C(C(=O)NC=2C=C(C=CC2)[S@@](=O)(C)=NC(OC(C)(C)C)=O)C(=C(C=N1)C1=CC(=CC=C1)F)C)F tert-butyl (S)-((3-(2-(4,4-difluoroazepan-1-yl)-5-(3-fluorophenyl)-4-methylnicotinamido)phenyl)(methyl)(oxo)-λ6-sulfaneylidene)carbamate